FC1([C@H](C2=C(C=CC(=C2C1)[C@H]1CCC(C2=CC(=CC(=C12)F)F)(F)F)SC(F)(F)F)O)F (1S)-2,2-difluoro-4-[(1R)-4,4,6,8-tetrafluorotetralin-1-yl]-7-(trifluoromethylsulfanyl)indan-1-ol